2-((6-((5-chloro-2-(4-((4-(3-(2,6-dioxopiperidin-3-yl)benzoyl)piperazin-1-yl)methyl)piperidin-1-yl)pyrimidin-4-yl)amino)-1-methyl-2-oxo-1,2-dihydroquinolin-3-yl)oxy)-N-methylacetamide ClC=1C(=NC(=NC1)N1CCC(CC1)CN1CCN(CC1)C(C1=CC(=CC=C1)C1C(NC(CC1)=O)=O)=O)NC=1C=C2C=C(C(N(C2=CC1)C)=O)OCC(=O)NC